tert-butyl 1-(((tert-butyldimethylsilyl)oxy)methyl)-4-ethynyl-7-aza-bicyclo[2.2.1]heptane-7-carboxylate [Si](C)(C)(C(C)(C)C)OCC12CCC(CC1)(N2C(=O)OC(C)(C)C)C#C